FC=1C=C(C=2N(C1)C(=CN2)C2=NN(C1=C2C=NC(=C1)C(=O)N1C2CC3OC(CC1C3)C2)CC(F)(F)F)F [3-(6,8-Difluoro-imidazo[1,2-a]pyridin-3-yl)-1-(2,2,2-trifluoro-ethyl)-1H-pyrazolo[4,3-c]pyridin-6-yl]-(2-oxa-6-azatricyclo[3.3.1.1*3,7*]dec-6-yl)-methanon